N-[4-(1-acetyl-4-piperidyl)phenyl]-N-[[4-[5-(difluoromethyl)-1,3,4-oxadiazol-2-yl]-2-fluoro-phenyl]methyl]thiomorpholin-4-carboxamide C(C)(=O)N1CCC(CC1)C1=CC=C(C=C1)N(C(=O)N1CCSCC1)CC1=C(C=C(C=C1)C=1OC(=NN1)C(F)F)F